P(=O)([O-])([O-])[O-].[Nb+5].[Fe+2].[Li+] Lithium iron niobium phosphate